ClC1=C(C=NNC(N)=N)C(=CC=C1)F 2-(2-Chloro-6-fluorobenzylidene)hydrazinecarboximidamide